N(=NCCCCCCC)CCCCCCC azoheptane